C(CC)OCCCCCCCCCC(=O)O 10-Propoxydecanoic acid